ClC=1C=C(CNCCC=2N=CN(C2)CCNC2=NC3=C(C4=CN=CC=C24)C=CC(=C3)C(=O)N)C=CC1OC(F)(F)F 5-((2-(4-(2-((3-Chloro-4-(trifluoromethoxy)benzyl)amino)ethyl)-1H-imidazol-1-yl)ethyl)amino)benzo[c][2,6]naphthyridine-8-carboxamide